(R)-5-(4-chloro-2-methyl-2H-indazol-5-yl)-3-methyl-2-(2-methyl-piperazin-1-yl)-3,7-dihydro-4H-pyrrolo[2,3-d]pyrimidin-4-one ClC=1C2=CN(N=C2C=CC1C1=CNC=2N=C(N(C(C21)=O)C)N2[C@@H](CNCC2)C)C